COCC=1C=CC=2N(C1)N=CC2C(=O)N2[C@H](C1=C(CC2)NC=N1)C1=NN2C(C(=CC=C2)C)=C1 (R)-(6-(methoxymethyl)pyrazolo[1,5-a]pyridin-3-yl)(4-(4-methylpyrazolo[1,5-a]pyridin-2-yl)-6,7-dihydro-1H-imidazo[4,5-c]pyridin-5(4H)-yl)methanone